ClC=1C=C(C=C(C1OC1=NNC(C(=C1)C(C([2H])([2H])[2H])(C([2H])([2H])[2H])[2H])=O)Cl)N1N=C(C(NC1=O)=O)C(=O)OCC ethyl 2-(3,5-dichloro-4-((6-oxo-5-(propan-2-yl-d7)-1,6-dihydropyridazin-3-yl)oxy)phenyl)-3,5-dioxo-2,3,4,5-tetrahydro-1,2,4-triazine-6-carboxylate